chromene-2-formamide O1C(C=CC2=CC=CC=C12)C(=O)N